C(C)(C)(C)S(=O)(=O)C=1C(=CC=2N(C1)C=CN2)OCC2OC(OC2)(C)C 6-(tert-butylsulfonyl)-7-((2,2-dimethyl-1,3-dioxolan-4-yl)methoxy)imidazo[1,2-a]pyridine